N-4-hydroxybutyl-methacrylamide OCCCCNC(C(=C)C)=O